O[C@]1(CN(CC1)C[C@@H](C)[C@H]1CC[C@H]2\C(\CCC[C@]12C)=C\C=C1C[C@@H](C[C@@H](C1)O)O)C (1R,3S)-5-(2-((1R,3aS,7aR,E)-1-((S)-1-((R)-3-hydroxy-3-methylpyrrolidin-1-yl)propan-2-yl)-7a-methyl-octahydro-4H-inden-4-ylidene)ethylidene)cyclohexane-1,3-diol